ClC=1C=C2C(C=C(OC2=C(C1)C(C)NC1=C(C(=O)O)C=CC=C1)C1=CC2=CN(N=C2C=C1)C)=O 2-((1-(6-Chloro-2-(2-methyl-2H-indazol-5-yl)-4-oxo-4H-chromen-8-yl)ethyl)amino)benzoic acid